C(CC)(=O)OCCC1=NC(=NC(=C1C1OCCO1)N[C@H](C)C1=C(C(=CC=C1)C(F)F)F)OC 2-(6-(((R)-1-(3-(difluoromethyl)-2-fluorophenyl)ethyl)amino)-5-(1,3-dioxolane-2-yl)-2-methoxypyrimidin-4-yl)ethyl propionate